S1C=NC2=C1C(NC2)=O 4,5-dihydro-6H-pyrrolo[3,4-d]thiazol-6-one